FC(C1=NC2=CC(=CC=C2C=C1)Br)(F)F 2-(trifluoromethyl)-7-bromoquinoline